5-chloro-2-morpholinooxazolo[4,5-b]pyridine-6-carbaldehyde ClC1=C(C=C2C(=N1)N=C(O2)N2CCOCC2)C=O